ClC=1C=CC(=C(C(=O)NC2=C(C=CC(=C2)C=2OC(=NN2)C=2OC=CC2)F)C1)OC 5-chloro-N-(2-fluoro-5-(5-(furan-2-yl)-1,3,4-oxadiazol-2-yl)phenyl)-2-methoxybenzamide